(S)-2'-(methylthio)-3,4,5',8'-tetrahydro-1H,6'H-spiro[naphthalene-2,7'-quinazolin]-4'-yl trifluoromethanesulfonate FC(S(=O)(=O)OC1=NC(=NC=2C[C@@]3(CCC12)CC1=CC=CC=C1CC3)SC)(F)F